C(CCCCCC)C1OCCC(O1)C 2-Heptyl-4-methyl-1,3-dioxan